FC1=C(C=C(C=C1)F)C1=C(C(=NC=C1)C1OCC(CC1)(F)F)N 4-(2,5-difluorophenyl)-2-(5,5-difluorotetrahydro-2H-pyran-2-yl)pyridin-3-amine